COC1=NC=C(C=N1)N(C(=O)NC12CC(C1)(C2)C)CC2=NNC(=C2)C(F)(F)F 1-(2-Methoxypyrimidin-5-yl)-3-(3-methylbicyclo[1.1.1]pent-1-yl)-1-((5-(trifluoromethyl)-1H-pyrazol-3-yl)methyl)urea